O=C1C(CCC1)CC1=CC=C(C=C1)C(C(=O)O)C 2-[4-(2-oxo-cyclopentane-1-ylmethyl)phenyl]propionic acid